C(C)(=O)C=1C=CC(=C(C(=O)O)C1)S 5-ACETYL-2-MERCAPTOBENZOIC ACID